Tert-butyl-(R)-2-(benzo[d][1,3]dioxol-5-yl)-1-(2-((1-(cyclopropanecarbonyl)pyrrolidin-3-yl)amino)pyrimidin-4-yl)-4,6-dihydropyrrolo[3,4-d]imidazole-5(1H)-carboxylate C(C)(C)(C)OC(=O)N1CC=2N(C(=NC2C1)C1=CC2=C(OCO2)C=C1)C1=NC(=NC=C1)N[C@H]1CN(CC1)C(=O)C1CC1